C(=O)(O)C[N+]1=C(C=C(C(=C1)C1=CC=CC=C1)C1=CC=CC=C1)C1=CC=CC=C1 1-(carboxymethyl)-2-phenyl-4,5-diphenylpyridinium